FC1(C(CN(CC1)C1=CC=C(C(=C1C(=O)O)C)C(F)(F)F)C)F 6-(4,4-difluoro-3-methylpiperidin-1-yl)-2-methyl-3-(trifluoromethyl)benzoic acid